4-FLUORO-3-(N-PROPYLCARBAMOYL)PHENYLBORONIC ACID FC1=C(C=C(C=C1)B(O)O)C(NCCC)=O